3-((2S)-3-(8-(1-ethyl-5-methyl-1H-pyrazol-4-ylsulfonyl)-1-oxa-8-azaspiro[4.5]dec-3-ylamino)-2-hydroxypropoxy)-N-methylbenzenesulfonamide C(C)N1N=CC(=C1C)S(=O)(=O)N1CCC2(CC(CO2)NC[C@@H](COC=2C=C(C=CC2)S(=O)(=O)NC)O)CC1